(6S,9R)-N-(4-chloro-2-fluoro-5-(trifluoromethyl)phenyl)-3-oxo-3,5,6,7,8,9-hexahydro-2H-6,9-methano-cyclohepta[c]pyridine-10-carboxamide ClC1=CC(=C(C=C1C(F)(F)F)NC(=O)C1[C@@H]2CC=3C(=CNC(C3)=O)[C@@H]1CC2)F